Cl.NCC(=O)C1=CC=C(C=C1)C 2-amino-1-(p-tolyl)ethanone hydrochloride